CN1C(=NC=C1C)C1=CC(=C(C=C1)NC=1N=CC2=C(N1)C(=NC(=C2)C)N2CC(C2)(C)C)OC N-(4-(1,5-dimethyl-1H-imidazol-2-yl)-2-methoxyphenyl)-8-(3,3-dimethylazetidin-1-yl)-6-methylpyrido[3,4-d]pyrimidin-2-amine